C(CCCCCC)SC1=CC=C(C=C1)C(C)=NNC(N)=N 2-(1-(4-(Heptylthio)phenyl)ethylidene)hydrazine-1-carboximidamide